ClC=1C(=C(C=2N(C1)C=CN2)C2=C(C=C(C=C2OC)C(C)(C)CC)OC)C 6-Chloro-8-(2,6-dimethoxy-4-tert-pentylphenyl)-7-methylimidazo[1,2-a]pyridine